C(#N)N1C[C@@H](CC1)NC(C1=C(C=C(C=C1)C=1C=NC=2N(C1)C=CN2)F)=O (R)-N-(1-cyanopyrrolidin-3-yl)-2-fluoro-4-(imidazo[1,2-a]pyrimidin-6-yl)benzamide